8-{2-[(4-bromopyridin-2-yl)carbamoyl]ethyl}-5-oxa-2,8-diazaspiro[3.5]nonane-2-carboxylic acid tert-butyl ester C(C)(C)(C)OC(=O)N1CC2(C1)OCCN(C2)CCC(NC2=NC=CC(=C2)Br)=O